(R)-(1-(3,4-dimethyl-2-(p-tolyl)-2H-pyrazolo[3,4-d]pyridazin-7-yl)piperidin-4-yl)(3-((dimethylamino)methyl)pyrrolidin-1-yl)methanone CC=1N(N=C2C(=NN=C(C21)C)N2CCC(CC2)C(=O)N2C[C@H](CC2)CN(C)C)C2=CC=C(C=C2)C